S1CC=CC=2C(C3=CC=CC=C3C(C12)=O)=O thiaanthraquinone